2-((5-(4-(bis(4-methoxyphenyl)amino)phenyl)thiophen-2-yl)methyl)Malononitrile COC1=CC=C(C=C1)N(C1=CC=C(C=C1)C1=CC=C(S1)CC(C#N)C#N)C1=CC=C(C=C1)OC